5-chloro-2-{3-chloro-2-[5-(difluoromethyl)isoxazol-3-yl]phenoxy}pyrimidine ClC=1C=NC(=NC1)OC1=C(C(=CC=C1)Cl)C1=NOC(=C1)C(F)F